BrC=1C=C2C(=NC1)OC(=N2)C2=NC(=NC=C2)C 4-{6-bromo-[1,3]Oxazolo[5,4-b]Pyridin-2-yl}-2-methylpyrimidine